N1N=NN=C1/N=N/N=C(N)N 1-[(2E)-3-(1H-tetrazol-5-yl)triaz-2-en-1-ylidene]methanediamine